(p-(2-(diethylamino)ethoxy)phenyl)-β-ethyl-p-methoxy-α-phenylphenylethanol citrate C(CC(O)(C(=O)O)CC(=O)O)(=O)O.C(C)N(CCOC1=CC=C(C=C1)C(C(O)(C1=CC=CC=C1)C1=CC=C(C=C1)OC)CC)CC